ClC1=C(NC2=NN(C3=C2C=NC(=C3)C(=O)N3CCOCCC3)CC(F)(F)F)C=CC=C1 [3-(2-chloroanilino)-1-(2,2,2-trifluoroethyl)pyrazolo[4,3-c]pyridin-6-yl]-(1,4-oxazepan-4-yl)methanone